3-(8-(2-methoxy-6-methylphenyl)quinolin-5-yl)propionic acid COC1=C(C(=CC=C1)C)C=1C=CC(=C2C=CC=NC12)CCC(=O)O